(1R,2S,3S,5S)-2-fluoro-3-((6-(2-(methoxymethyloxy)-4-(1-methyl-1H-pyrazol-4-yl)phenyl)-1,2,4-triazin-3-yl)(methyl)amino)-9-azabicyclo[3.3.1]Nonane-9-carboxylic acid tert-butyl ester C(C)(C)(C)OC(=O)N1[C@H]2[C@H]([C@H](C[C@@H]1CCC2)N(C)C=2N=NC(=CN2)C2=C(C=C(C=C2)C=2C=NN(C2)C)OCOC)F